S1CCCN2[C-]1CC2=O C6-cephamide